BrC1=CC=C(C=C1)/C=C/C(=O)N1CCN(CC1)C(=O)C=1C=C2CC(NC2=CC1)=O (E)-5-(4-(3-(4-bromophenyl)acryloyl)piperazine-1-carbonyl)indolin-2-one